ClC=1C=C(C=C(C1CC1=C(C(=C(C=C1)O)C(C)C1=CC=C(C=C1)F)F)Cl)CCC(=O)OC methyl 3-(3,5-dichloro-4-(2-fluoro-3-(1-(4-fluorophenyl)ethyl)-4-hydroxybenzyl)phenyl)propanoate